C([C@@H](O)C)(=O)[O-] (+)-L-lactate